C1=CC=C(C(=C1)C(=O)NC2=CC=C(C=C2)S(=O)(=O)NC3=NC=CS3)C(=O)O The molecule is a sulfonamide incorporating 2-carboxybenzamido and 1,3-thiazol-2-yl moieties that is a broad-spectrum antibiotic indicated in the treatment of dysentery, colitis, gastroenteritis and intestinal surgery. It is a sulfonamide, a member of 1,3-thiazoles, a dicarboxylic acid monoamide and a sulfonamide antibiotic. It derives from a phthalic acid.